C[C@@H]1N[C@@H](CCC1)C=1N=NN(C1)C (2S,6S)-2-methyl-6-(1-methyltriazol-4-yl)piperidine